OCCOC1=C(C2=CC=C(C=C2C=C1)C#CC1=CC=CC=C1)C1=C(C=CC2=CC(=CC=C12)C#CC1=CC=CC=C1)OCCO 2,2'-bis(2-hydroxyethoxy)-6,6'-bis(phenylethynyl)-1,1'-binaphthyl